4-(3-methyl-4-nitro-phenyl)-piperazine-1-carboxylic acid tert-butyl ester C(C)(C)(C)OC(=O)N1CCN(CC1)C1=CC(=C(C=C1)[N+](=O)[O-])C